4-([5-(3-CHLOROPHENYL)-1,3-OXAZOL-2-YL]METHYLSULFANYL)-6-(MORPHOLIN-4-YL)-1,3,5-TRIAZIN-2-AMINE ClC=1C=C(C=CC1)C1=CN=C(O1)CSC1=NC(=NC(=N1)N1CCOCC1)N